trans-5-(2-(3,4-Difluoro-5-(1H-imidazol-1-yl)phenyl)cyclopropyl)-2,2'-bipyrimidine FC=1C=C(C=C(C1F)N1C=NC=C1)[C@H]1[C@@H](C1)C=1C=NC(=NC1)C1=NC=CC=N1